3-(5-(3-(cyclobutylamino)-7-(pyrrolidin-1-ylmethyl)-1H-pyrazolo[4,3-b]pyridin-5-yl)-4-fluoro-1-oxoisoindolin-2-yl)piperidine-2,6-dione C1(CCC1)NC1=NNC=2C1=NC(=CC2CN2CCCC2)C=2C(=C1CN(C(C1=CC2)=O)C2C(NC(CC2)=O)=O)F